C(C)(=O)NCCN1N=CC2=CC(=C(C=C12)C=1C=2C=NN(C2C=CC1)CC(=O)NCC(=O)NCC(=O)OC)F methyl 2-(2-{2-[1'-(2-acetamidoethyl)-5'-fluoro-[4,6'-biindazol]-1-yl] acetamido}acetamido)acetate